[NH3+]C(CCC[NH3+])C(=O)NCCO [4-azaniumyl-5-(2-hydroxyethylamino)-5-oxo-pentyl]ammonium